NC1=CC=C(N=N1)CCCCC1=NN=C([Se]1)NC(CC1=NC2=CC=CC=C2C=C1)=O N-(5-(4-(6-aminopyridazin-3-yl)butyl)-1,3,4-selenadiazol-2-yl)-2-(quinolin-2-yl)acetamide